2,4-dichloro-3-ethynyl-1,5-dimethoxybenzenesulfonyl chloride ClC1C(C=C(C(=C1C#C)Cl)OC)(S(=O)(=O)Cl)OC